S1SNC=C1 1,2,3-dithiazole